(Z)-2-(5-fluoro-1-(4-isopropylbenzylidene)-2-methyl-1H-inden-3-yl)-N,N-dimethylacetamide FC=1C=C2C(=C(/C(/C2=CC1)=C/C1=CC=C(C=C1)C(C)C)C)CC(=O)N(C)C